p-tolyl piperidine-1-carbodithioate N1(CCCCC1)C(=S)SC1=CC=C(C=C1)C